S-(1-hydroxy-3,7-dimethyl-6-octen-3-yl)cysteine OCCC(CCC=C(C)C)(C)SC[C@H](N)C(=O)O